tri(acryloyldioxyethyl) phosphate P(=O)(OCCOOC(C=C)=O)(OCCOOC(C=C)=O)OCCOOC(C=C)=O